(5-amino-2-(((1R,4R)-4-methoxycyclohexyl)amino)pyrido[4,3-d]pyrimidin-8-yl)benzenesulfonamide methyl-3-{1-[(4-benzyl-1,4-oxazepan-2-yl)methyl]piperidin-4-yl}benzoate COC(C1=CC(=CC=C1)C1CCN(CC1)CC1OCCCN(C1)CC1=CC=CC=C1)=O.NC1=NC=C(C=2N=C(N=CC21)NC2CCC(CC2)OC)C2=C(C=CC=C2)S(=O)(=O)N